C(#N)C1=CC=C(OC(C(=O)NC=2SC3=C(N2)C=CC(=C3OC)F)C3=CC=C(C=C3)S(=O)(=O)CC)C=C1 2-(4-Cyano-phenoxy)-2-(4-ethanesulfonyl-phenyl)-N-(6-fluoro-7-methoxy-benzothiazol-2-yl)-acetamide